C(C)(C)(C)NC(C)(C)C Di-tert.-Butylamin